(R)-N-(5-(1-methyl-1H-pyrazol-4-yl)-4-(4-methylpiperazin-1-yl)-2,3-dihydrobenzofuran-7-yl)-6-(3-phenylisoxazolidin-2-yl)pyrimidin-4-amine CN1N=CC(=C1)C=1C=C(C2=C(CCO2)C1N1CCN(CC1)C)NC1=NC=NC(=C1)N1OCC[C@@H]1C1=CC=CC=C1